N1=C(C=CC=C1)CNC(C1=CC=CC=C1)=O N-(pyridin-2-ylmethyl)benzamide